C12CCCC(CCC1)B2C(CCP(C(C)(C)C)C(C)(C)C)CC (3-(9-borabicyclo[3.3.1]nonan-9-yl)pentyl)di-tert-butylphosphane